P(O)(=O)(OP(=O)(O)OP(=O)(O)O)OC[C@@H]1[C@H](C[C@@H](O1)N1C=NC=2C(NC)=NC=NC12)O N6-methyl-2'-deoxyadenosine triphosphate